NN=CC1=CC=C(C[C@H](N)C(=O)O)C=C1 4-(aminoiminomethyl)phenylalanine